N1(CCC1)C(CN1C(=NC2=C1C=C(C=C2)Br)Cl)=O 1-(azetidin-1-yl)-2-(6-bromo-2-chloro-1H-benzo[d]imidazol-1-yl)ethanone